Barium-manganese [Mn].[Ba]